NCCOCCOCCNC1=CC(=C(C(=O)NC=2SC(=CN2)C)C=C1)C 4-((2-(2-(2-Aminoethoxy)ethoxy)ethyl)amino)-2-methyl-N-(5-methylthiazol-2-yl)benzamide